racemic-4-((1-(((7-bromo-6,8-difluoro-4-(6-fluoro-8-(2-phenylpropan-2-yl)-3,8-diazabicyclo[3.2.1]octan-3-yl)quinazolin-2-yl)oxy)methyl)cyclopropyl)methyl)morpholine BrC1=C(C=C2C(=NC(=NC2=C1F)OCC1(CC1)CN1CCOCC1)N1CC2CC(C(C1)N2C(C)(C)C2=CC=CC=C2)F)F